2-{3-[(3R)-3-(tert-Butylamino)Pyrrolidin-1-yl]-1,2,4-Triazin-6-yl}-5-(8-Ethyl-2-Methylimidazo[1,2-a]Pyridin-6-yl)Pyridin-3-ol-Hydrochlorid Cl.C(C)(C)(C)N[C@H]1CN(CC1)C=1N=NC(=CN1)C1=NC=C(C=C1O)C=1C=C(C=2N(C1)C=C(N2)C)CC